methyl-silanediol C[SiH](O)O